CC1=C2C(=CC=3C=4C=C(C=CC4N(C13)C)OC[C@H](C)N)C=NC=C2 (S)-1-((5,6-dimethyl-6H-pyrido[4,3-b]carbazol-9-yl)oxy)propan-2-amine